C(C(=C)C)(=O)OCCCN(C)C 3-(dimethylamino)propyl methacrylate